C(C)(=O)NNC(C1=C(C=CC(=C1)C1(C(NCC1)=O)C)NC1=CC=C(C=C1)C(F)(F)F)=O N'-acetyl-5-(3-methyl-2-oxopyrrolidin-3-yl)-2-((4-(trifluoromethyl)phenyl)amino)benzohydrazide